2-Trifluoromethylpyrimidine-4,5-diamine FC(C1=NC=C(C(=N1)N)N)(F)F